FC1=C(C=CC=C1F)N1N=NC=C1 1-(2,3-difluorophenyl)-1H-1,2,3-triazol